NC[C@H](C1=CC(=CC=C1)Cl)NC(=O)C=1N=CN(C1)C1=NC(=NC=C1C)NC1CCOCC1 (S)-N-(2-amino-1-(3-chlorophenyl)ethyl)-1-(5-methyl-2-((tetrahydro-2H-pyran-4-yl)amino)-pyrimidin-4-yl)-1H-imidazole-4-amide